5-Chloro-4-(2,4-dioxotetrahydropyrimidin-1(2H)-yl)picolinic acid ClC=1C(=CC(=NC1)C(=O)O)N1C(NC(CC1)=O)=O